(6-phenylpyrene-1-yl)boric acid C1(=CC=CC=C1)C1=C2C=CC3=CC=C(C4=CC=C(C=C1)C2=C43)OB(O)O